C(=O)(O)CN(C1(CN(CCN(C1)CC(=O)O)CC(=O)O)COC1=CC=C(C=C1)CCC(=O)O)CC(=O)O 2,2'-(6-(Bis(carboxymethyl)amino)-6-((4-(2-carboxyethyl)phenoxy)methyl)-1,4-diazepane-1,4-diyl)diacetic acid